[Si](C1=CC=CC=C1)(C1=CC=CC=C1)(C(C)(C)C)OCC[C@H]1N(CC2=C1C(=NC(=C2)C(=O)OCC)C2=CC(=CC=C2)C=2C=NC=CC2)C(NC(C)C)=O ethyl (R)-3-(2-((tert-butyldiphenylsilyl)oxy)ethyl)-2-(isopropylcarbamoyl)-4-(3-(pyridin-3-yl)phenyl)-2,3-dihydro-1H-pyrrolo[3,4-c]pyridine-6-carboxylate